5-methyl-2-(4-{[(3R)-1-methylpiperidin-3-yl]amino}phthalazin-1-yl)phenol CC=1C=CC(=C(C1)O)C1=NN=C(C2=CC=CC=C12)N[C@H]1CN(CCC1)C